sodium benzoate, sodium salt [Na+].C(C1=CC=CC=C1)(=O)[O-].[Na+].C(C1=CC=CC=C1)(=O)[O-]